(3-indolyl)-2-anilinopyrimidine N1C=C(C2=CC=CC=C12)C1=NC(=NC=C1)NC1=CC=CC=C1